C[C@@H]1N(C2=CC=CC=C2[C@@H](C1)NC1=CC=C(C=C1)NC(CCNC(OC(C)(C)C)=O)=O)C(CC)=O |o1:1,9| tert-butyl (3-((4-(((2S*,4R*)-2-methyl-1-propionyl-1,2,3,4-tetrahydroquinolin-4-yl)amino)phenyl)amino)-3-oxopropyl)carbamate